4-chloro-1,3-dimethyl-1H-pyrazol ClC=1C(=NN(C1)C)C